tert-butyl-3-[1-[(3-bromophenyl)methyl]-2-methoxy-2-oxo-ethyl]pyrrolidine-1-carboxylate C(C)(C)(C)OC(=O)N1CC(CC1)C(C(=O)OC)CC1=CC(=CC=C1)Br